4-(difluoromethoxy)-3-fluoro-N-[(5-fluoro-4-methylpyridin-3-yl)methyl]benzamide FC(OC1=C(C=C(C(=O)NCC=2C=NC=C(C2C)F)C=C1)F)F